COC1=C(C=C(C=C1)CCC1=CC2=C(OCO2)C=C1)O 2-Methoxy-5-[2-(1,3-benzodioxole-5-yl)ethyl]phenol